FC1=C(C=C(C=C1)NC(C=C)=O)NC1=NC(=NC=C1C=1C=NC(=C(C1)C(F)(F)F)F)NC=1C=NN(C1)C N-(4-fluoro-3-((5-(6-fluoro-5-(trifluoromethyl)pyridin-3-yl)-2-((1-methyl-1H-pyrazol-4-yl)amino)pyrimidin-4-yl)amino)phenyl)acrylamide